BrC1=NN(C=C1)C(C)(C)C 3-bromo-1-tert-butyl-1H-pyrazole